S1C(=NC2=C1C=CC=C2)NC2=CC=C(N=N2)N(C2=CC=CC(=N2)C(=O)OC)C methyl 6-({6-[(1,3-benzothiazol-2-yl)amino]pyridazin-3-yl}(methyl)amino)pyridine-2-carboxylate